N-[6-[(8-chloro-3,3-dimethyl-1,5-dioxo-2H-imidazo[1,5-a]pyridin-6-yl)amino]pyrimidin-4-yl]cyclopropanecarboxamide ClC1=C2N(C(C(=C1)NC1=CC(=NC=N1)NC(=O)C1CC1)=O)C(NC2=O)(C)C